N8-benzyl-3-isopropyl-N6-(tetrahydropyran-4-ylmethyl)-[1,2,4]triazolo[4,3-b]pyridazine-6,8-diamine C(C1=CC=CC=C1)NC=1C=2N(N=C(C1)NCC1CCOCC1)C(=NN2)C(C)C